4-(3-fluorophenyl)-1H-1,2,3-triazole FC=1C=C(C=CC1)C=1N=NNC1